butyl-(N-phenyl-2-naphthylamine) C(CCC)N(C1=CC=CC=C1)C1=CC2=CC=CC=C2C=C1